4-phenyl-N-(pyridin-4-ylmethyl)-1H-indazol-3-amine C1(=CC=CC=C1)C1=C2C(=NNC2=CC=C1)NCC1=CC=NC=C1